2-(4-bromopyrazol-1-yl)acetonitrile BrC=1C=NN(C1)CC#N